5-(3,5-dimethoxyphenyl)-1,3,3,5,7-pentamethyloctahydrobenzo[c]isoxazole COC=1C=C(C=C(C1)OC)C1(CC2C(N(OC2(C)C)C)C(C1)C)C